CN1N=C(C(=C1)C1=NN2C=NC=3C=CC=CC3C2=N1)C 2-(1,3-dimethyl-1H-pyrazol-4-yl)[1,2,4]triazolo[1,5-c]quinazolin